P(=O)(O)(O)O.FC(C(=O)NC=1C(=C(C2=CC=CC=C2C1)C1=CC=CC2=CC=CC=C12)O)(F)F N-trifluoroacetyl-binaphtholamine phosphate